2-chloro-N-((1,3-dimethyl-1H-pyrazol-4-yl)sulfonyl)-6-(3-((trans)-2-(trifluoromethyl)cyclopropyloxy)-1H-pyrazol-1-yl)nicotinamide ClC1=C(C(=O)NS(=O)(=O)C=2C(=NN(C2)C)C)C=CC(=N1)N1N=C(C=C1)O[C@H]1[C@@H](C1)C(F)(F)F